tert-butyl N-(7-fluoro-3,4-dihydro-2H-1-benzopyran-4-yl)-N-methylcarbamate FC1=CC2=C(C(CCO2)N(C(OC(C)(C)C)=O)C)C=C1